CC(C(=O)O)(CC1=CC(=C(C=C1)C)CN1S(C2=C(OC3(C1)CCOCC3)N=C(C=C2)OCCN2CCOCC2)(=O)=O)C 2,2-dimethyl-3-(4-methyl-3-((7'-(2-morpholinoethoxy)-1',1'-dioxido-2,3,5,6-tetrahydrospiro[pyran-4,4'-pyrido[2,3-b][1,4,5]oxathiazepin]-2'(3'H)-yl)methyl)phenyl)propanoic acid